Cl.N1(CCNCC1)C=1C=C2C(=NC=NN2C1)N[C@H](C)C1=CC(=CC=C1)C(F)(F)F 6-piperazin-1-yl-N-[(1R)-1-[3-(trifluoromethyl)phenyl]ethyl]pyrrolo[2,1-f][1,2,4]triazin-4-amine HCl salt